NC1=NN2C(C(=CC(=C2)OCC)C=2C=NC(=CC2)N2CC3N(C(C2)C3)CC=3C=NC=C(C3)Cl)=C1C#N 2-amino-4-(6-(6-((5-chloropyridin-3-yl)methyl)-3,6-diazabicyclo[3.1.1]heptan-3-yl)pyridin-3-yl)-6-ethoxypyrazolo[1,5-a]pyridine-3-carbonitrile